FC1=C(C(=CC(=C1)CNC)F)N1C=NC(=C1)C1=NC(=NC=C1C(F)(F)F)NC1CCN(CC1)S(=O)(=O)C 4-(1-(2,6-Difluoro-4-((methylamino)methyl)phenyl)-1H-imidazol-4-yl)-N-(1-(methylsulfonyl)piperidin-4-yl)-5-(trifluoromethyl)pyrimidin-2-amine